(7-(2,6-dichloropyrimidin-4-yl)-7-azabicyclo[2.2.1]heptane-1-yl)methanol erbium-gallium [Ga].[Er].ClC1=NC(=CC(=N1)N1C2(CCC1CC2)CO)Cl